C(C1=CC=CC=C1)NC(C1=CN=CC(=C1N1CC2(CCCN2)CC1)C1=CC(=CC(=C1)F)F)=O N-benzyl-4-(1,7-diaza-7-spiro[4.4]nonyl)-5-(3,5-difluorophenyl)nicotinamide